[Br-].[C@@H]1([C@H](O)[C@H](O)[C@H](O1)CO)[N+]1=CC(=CC=C1)C(=O)N N1-(β-D-Ribofuranosyl)-3-aminocarbonylpyridinium bromide